(azetidin-1-yl)-5-bromo-2-nitro-benzaldehyde N1(CCC1)C=1C(=C(C=O)C=C(C1)Br)[N+](=O)[O-]